NC1=CC=CC(=N1)S(=O)(=O)NC(=O)C=1C(=NC(=C(C1)C)N1[C@@H](CC[C@@H]1C)C)OC1=C(C=C(C=C1C)C)C N-[(6-Amino-2-pyridyl)sulfonyl]-6-[(2R,5S)-2,5-dimethylpyrrolidin-1-yl]-5-methyl-2-(2,4,6-trimethylphenoxy)pyridin-3-carboxamid